copper cobalt monoxide [Co]=O.[Cu]